chlorine diethylstilbestrol CC\C(\C1=CC=C(O)C=C1)=C(/C1=CC=C(O)C=C1)\CC.[Cl]